C(C)(C)(C)OC(=O)N1C[C@H](CC1)N1N=C(C=2C1=NC=NC2N)I tert-butyl-(S)-3-(4-amino-3-iodo-1H-pyrazolo[3,4-d]pyrimidin-1-yl)pyrrolidine-1-carboxylate